4-((3-(2-(diisopropylamino)ethyl)-1H-indol-4-yl)oxy)-4-oxobutanoic acid hydrochloride Cl.C(C)(C)N(CCC1=CNC2=CC=CC(=C12)OC(CCC(=O)O)=O)C(C)C